tert-butyl (4-(1-((2-(dimethylcarbamoyl)-6-nitrophenyl)amino)cyclopropyl)butyl)carbamate CN(C(=O)C1=C(C(=CC=C1)[N+](=O)[O-])NC1(CC1)CCCCNC(OC(C)(C)C)=O)C